C(OC(CCCCC(NCCOCCOCCOC(C)CCOCCOCCN=[N+]=[N-])=O)CS(=O)(=O)C1=CC=C(C=C1)C(F)(F)F)(ON1C(CCC1=O)=O)=O 2-(2-(2-(2-azidoethoxy) ethoxy) ethyl)-13-oxo-19-((4-(trifluoromethyl) phenyl) sulfonyl)-3,6,9-trioxa-12-azanonadecan-18-yl (2,5-dioxopyrrolidin-1-yl) carbonate